trifluoromethanesulfonic acid 5-methoxy-3,4-dihydro-naphthalen-2-yl ester COC1=C2CCC(=CC2=CC=C1)OS(=O)(=O)C(F)(F)F